3-[7-chloro-3-(3-chloro-5-methylphenyl)-4-{4-[(2-fluoroethyl)amino]piperidin-1-yl}cinnolin-6-yl]-5-fluoro-2-hydroxybenzonitrile ClC1=C(C=C2C(=C(N=NC2=C1)C1=CC(=CC(=C1)C)Cl)N1CCC(CC1)NCCF)C=1C(=C(C#N)C=C(C1)F)O